N-((1S,3R)-3-((2'-hydroxy-[1,1'-biphenyl]-3-yl)methyl)-3-(4-(hydroxymethyl)-5-methyloxazol-2-yl)cyclopentyl)-N-(4-methoxybenzyl)methanesulfonamide OC1=C(C=CC=C1)C1=CC(=CC=C1)C[C@]1(C[C@H](CC1)N(S(=O)(=O)C)CC1=CC=C(C=C1)OC)C=1OC(=C(N1)CO)C